C1(CCC1)N1N=CC(=C1)C1=C(C(=O)OC)C=C(C=C1)NC(=O)C1(CC1)C1=C(C=CC(=C1)C(F)(F)F)F Methyl 2-(1-cyclobutyl-1H-pyrazol-4-yl)-5-[({1-[2-fluoro-5-(trifluoromethyl) phenyl]cyclopropyl}carbonyl) amino]benzoate